C(C)(C)(C)OOC(C)CCC(C)OOC(C)(C)C 2,5-di(tert-butyl-peroxy)hexane